2-acetamido-2-deoxy-β-D-glucose C(C)(=O)N[C@H]1[C@H](O)O[C@@H]([C@H]([C@@H]1O)O)CO